1,3-Bis(dicyclohexyl-phosphino)propan C1(CCCCC1)P(CCCP(C1CCCCC1)C1CCCCC1)C1CCCCC1